ClC1=C(C(=O)N2CCN(CC2)C(=O)N[C@@H]2CNCC2)C=CC(=C1)NC(=O)C=1N(C(=CN1)C=1C(=NN(C1)CC(F)F)C(F)(F)F)C 4-[2-chloro-4-[[5-[1-(2,2-difluoroethyl)-3-(trifluoromethyl)pyrazol-4-yl]-1-methylimidazole-2-carbonyl]amino]benzoyl]-N-[(3S)-pyrrolidin-3-yl]piperazine-1-carboxamide